(S)-(2-((t-Butoxycarbonyl)amino)propyl)glycine methyl ester COC(CNC[C@H](C)NC(=O)OC(C)(C)C)=O